2-cyanobutanedioic acid diisobutyl ester C(C(C)C)OC(C(CC(=O)OCC(C)C)C#N)=O